2,3-dimethyl-6,7-dibutyl-1,4-naphthoquinone CC=1C(C2=CC(=C(C=C2C(C1C)=O)CCCC)CCCC)=O